4-[4-chloro-3-(3,3,4,4-tetrafluoropyrrolidin-1-yl)indazol-1-yl]sulfonylbenzaldehyde ClC1=C2C(=NN(C2=CC=C1)S(=O)(=O)C1=CC=C(C=O)C=C1)N1CC(C(C1)(F)F)(F)F